N-(3-(2-((6-(4-(6-((1,3-dioxo-2-(2-oxopiperidin-3-yl)isoindolin-4-yl)oxy)hexyl)piperazin-1-yl)pyridin-3-yl)amino)pyrrolo[2,1-f][1,2,4]triazin-7-yl)phenyl)methanesulfonamide O=C1N(C(C2=C(C=CC=C12)OCCCCCCN1CCN(CC1)C1=CC=C(C=N1)NC1=NN2C(C=N1)=CC=C2C=2C=C(C=CC2)NS(=O)(=O)C)=O)C2C(NCCC2)=O